C(C)(C)(C)OC(=O)N1CC(C2=C(CC1)C=CC=C2)C 1-methyl-1,2,4,5-tetrahydro-3H-benzo[d]azepin-3-carboxylic acid tert-butyl ester